N-(tert-butoxycarbonylmethyl)maleimide C(C)(C)(C)OC(=O)CN1C(C=CC1=O)=O